tricosanol oleate C(CCCCCCC\C=C/CCCCCCCC)(=O)OCCCCCCCCCCCCCCCCCCCCCCC